CC(CCOC(CCC(=O)O)OCCC(CCC=C(C)C)C)CCC=C(C)C 4,4-bis((3,7-dimethyloct-6-en-1-yl)oxy)butanoic acid